2-(cyclohexylidenemethyl)-4,4,5,5-tetramethyl-1,3,2-dioxaborolane C1(CCCCC1)=CB1OC(C(O1)(C)C)(C)C